C1(=CC=CC=C1)[C@@H](CC)O (1R)-1-phenylpropan-1-ol